11-Dimethoxymethyl-Silyl-Undecanoyl-Ferrocene COC(CCCCCCCCCCC(=O)[C-]1C(=CC=C1)[SiH3])OC.[CH-]1C=CC=C1.[Fe+2]